6-Chloro-3-[(1R)-1-[3,6-dimethyl-2-(1-methylpyrazol-4-yl)-4-oxo-chromen-8-yl]ethoxy]pyridine-2-carboxamide ClC1=CC=C(C(=N1)C(=O)N)O[C@H](C)C=1C=C(C=C2C(C(=C(OC12)C=1C=NN(C1)C)C)=O)C